N-(adamantan-2-yl)-4-(2,4-bis-trifluoromethylphenyl)-1H-pyrrole-2-carboxamide C12C(C3CC(CC(C1)C3)C2)NC(=O)C=2NC=C(C2)C2=C(C=C(C=C2)C(F)(F)F)C(F)(F)F